C1([C@H](O)[C@@H](O)[C@H](O)[C@H](O1)CO)OC[C@H]([C@H]([C@@H]([C@H](C=O)OC1[C@H](O)[C@@H](O)[C@H](OC2[C@H](O)[C@@H](O)[C@H](O)[C@H](O2)CO)[C@H](O1)CO)O)O)O glucosyl-(1→6)-[glucosyl-(1→4)-glucosyl-(1→2)]-glucose